Cl.FC[C@@H]1NCC1 (2R)-2-(fluoromethyl)azetidine hydrochloride